2,4,6-pyridinetricarboxylic acid chloride N1=C(C=C(C=C1C(=O)Cl)C(=O)Cl)C(=O)Cl